[2H]C([2H])([2H])CI iodoethane-d3